(R)-1-(3-(1-methoxypropan-2-yl)-2,4-dioxo-1-(2-(piperidin-1-yl)ethyl)-1,2,3,4-tetrahydroquinazolin-6-yl)-3-(3-(2,2,2-trifluoroacetyl)phenyl)urea COC[C@@H](C)N1C(N(C2=CC=C(C=C2C1=O)NC(=O)NC1=CC(=CC=C1)C(C(F)(F)F)=O)CCN1CCCCC1)=O